ON1C(C2=CC=CC=C2C1=O)=O 2-hydroxy-2,3-dihydro-1H-isoindole-1,3-dione